O=C1CCC2CCCC12 oxooctahydropentalene